5-methyl-4-((3-oxo-2-((6-oxo-5-oxa-7-azaspiro[3.4]octan-2-yl)methyl)isoindolin-1-yl)methyl)nicotinonitrile CC=1C=NC=C(C#N)C1CC1N(C(C2=CC=CC=C12)=O)CC1CC2(C1)OC(NC2)=O